FC(CC(C(=O)NC1=NC=CC(=C1)C1=C(C2=NC(=CC(=C2N1)C1OCCC1)F)C1=NC=CC=C1)C1=CC=C(C=C1)F)F 4,4-difluoro-2-(4-fluorophenyl)-N-(4-{5-fluoro-3-(pyridin-2-yl)-7-[tetrahydrofuran-2-yl]-1H-pyrrolo[3,2-b]pyridin-2-yl}pyridin-2-yl)butanamide